3-(3-Oxo-6-phenyl-1,3-dihydroisobenzofuran-1-yl)propanoic acid O=C1OC(C2=CC(=CC=C12)C1=CC=CC=C1)CCC(=O)O